CC=1C=C(C=CC1OC)C(CCCCC)C1=C(C=C(O)C=C1)O 4-[1-(3-methyl-4-methoxyphenyl)hexyl]resorcinol